8-(6-amino-9H-purin-9-yl)-9-fluoro-3,12,18-trihydroxy-17-(2-phenylethynyl)-2,4,7,11,13,16-hexaoxa-3λ5,12λ5-diphosphatricyclo[13.2.1.06,10]octadecane-3,12-dithione NC1=C2N=CN(C2=NC=N1)C1OC2COP(OC3C(OC(COP(OC2C1F)(=S)O)C3O)C#CC3=CC=CC=C3)(=S)O